Ethyl (5-(2-fluoro-5-((7-methyl-4-oxo-3,4-dihydrophthalazin-1-yl)methyl)phenyl)-1H-benzoimidazol-2-yl)carbamate FC1=C(C=C(C=C1)CC1=NNC(C2=CC=C(C=C12)C)=O)C1=CC2=C(NC(=N2)NC(OCC)=O)C=C1